4-(4-nitrophenyl)-1-((2-(trimethylsilyl)ethoxy)methyl)-1H-pyrazole [N+](=O)([O-])C1=CC=C(C=C1)C=1C=NN(C1)COCC[Si](C)(C)C